6-(4-cyano-2-methoxyphenyl)-5-ethoxy-8-methyl-6,9-dihydrothieno[3,2-h][1,6]naphthyridine-7-formamide C(#N)C1=CC(=C(C=C1)C1C(=C(NC=2C3=C(N=C(C12)OCC)C=CS3)C)C(=O)N)OC